C(C)(C)(C)C1=NOC(=C1)NC(=O)NCC=1C=C2C=C(C(=NC2=CC1)C)N1C(NC(CC1)=O)=O 1-(3-(tert-Butyl)isoxazol-5-yl)-3-((3-(2,4-dioxotetrahydropyrimidin-1(2H)-yl)-2-methylquinolin-6-yl)methyl)urea